distearyl-dimethylammonium chloride [Cl-].C(CCCCCCCCCCCCCCCCC)[N+](C)(C)CCCCCCCCCCCCCCCCCC